4,4',4'',4'''-((5-(4,6-diphenyl-1,3,5-triazin-2-yl)-1,3-phenylene)bis(9H-carbazole-9,3,6-triyl))tetrabenzonitrile C1(=CC=CC=C1)C1=NC(=NC(=N1)C1=CC=CC=C1)C=1C=C(C=C(C1)N1C2=CC=C(C=C2C=2C=C(C=CC12)C1=CC=C(C#N)C=C1)C1=CC=C(C#N)C=C1)N1C2=CC=C(C=C2C=2C=C(C=CC12)C1=CC=C(C#N)C=C1)C1=CC=C(C#N)C=C1